CN(S(=O)(=O)C=1C=C(C(=O)O[C@H]2[C@H](NC[C@@H]2O)CC2=CC=C(C=C2)OC)C=CC1F)C (2R,3S,4S)-4-hydroxy-2-[(4-methoxyphenyl)methyl]pyrrolidin-3-yl 3-(dimethylsulfamoyl)-4-fluorobenzoate